N'-(2-(4-isobutylphenyl)propanoyl)-1-phenylmethanesulfonohydrazide C(C(C)C)C1=CC=C(C=C1)C(C(=O)NNS(=O)(=O)CC1=CC=CC=C1)C